3-(4-chlorophenyl)thiazol-2(3H)-imine ClC1=CC=C(C=C1)N1C(SC=C1)=N